4-bromo-2-methyl-1-((2-(trimethylsilyl)ethoxy)methyl)-1H-imidazole BrC=1N=C(N(C1)COCC[Si](C)(C)C)C